COC(=O)C1=CC=C2C(=CNC2=C1C#N)C1=NC(=NC=C1C(F)(F)F)N[C@@H]1C[C@H](CC1)N 7-cyano-3-(2-{[(1S,3S)-3-aminocyclopentyl]amino}-5-(trifluoromethyl)pyrimidin-4-yl)-1H-Indole-6-carboxylic acid methyl ester